5-Bromo-2-((1S,3R)-2-(3-((tert-butyldiphenylsilyl)oxy)-2,2-difluoropropyl)-3-methyl-2,3,4,9-tetrahydro-1H-pyrido[3,4-b]indol-1-yl)thiazole BrC1=CN=C(S1)[C@H]1N([C@@H](CC2=C1NC1=CC=CC=C21)C)CC(CO[Si](C2=CC=CC=C2)(C2=CC=CC=C2)C(C)(C)C)(F)F